N,N,N-tributyl-1-butanaminium C(CCC)[N+](CCCC)(CCCC)CCCC